CN(C(=O)N1CC2=C(CC1)C=C(S2)C2=NOC(=N2)C(F)(F)F)C N,N-dimethyl-2-(5-(trifluoromethyl)-1,2,4-oxadiazol-3-yl)-4,7-dihydrothieno[2,3-c]pyridine-6(5H)-carboxamide